tert-butyl 4-((4-((5-carbamoylisoindolin-2-yl)methyl)-2-cyanophenoxy)methyl)piperidine-1-carboxylate C(N)(=O)C=1C=C2CN(CC2=CC1)CC1=CC(=C(OCC2CCN(CC2)C(=O)OC(C)(C)C)C=C1)C#N